N-[(1S)-1-[[(3-Amino-3-oxo-propyl)-(2-chloroacetyl)amino]carbamoyl]-3-methyl-butyl]-N-methyl-1H-indole-2-carboxamide NC(CCN(C(CCl)=O)NC(=O)[C@H](CC(C)C)N(C(=O)C=1NC2=CC=CC=C2C1)C)=O